CC1=CC=2N(N=C1N1CC=3C=C(C=NC3CC1)C=1C(=NN(C1C)C)C)C(C=CN2)=O 8-methyl-7-(3-(1,3,5-trimethyl-1H-pyrazol-4-yl)-7,8-dihydro-1,6-naphthyridin-6(5H)-yl)-4H-pyrimido[1,2-b]pyridazin-4-one